fluoroquinolone para-aminosalicylate NC=1C=C(C(C(=O)O)=CC1)O.FC=1C(NC2=CC=CC=C2C1)=O